(R)-4-(2-(5-cyclopropyl-4,7-difluoro-3,3-dimethyl-2-oxoindol-1-yl)acetamido)pentanoic acid C1(CC1)C=1C(=C2C(C(N(C2=C(C1)F)CC(=O)N[C@@H](CCC(=O)O)C)=O)(C)C)F